N-(6-(6-fluoro-7-(isopropylamino)-5-methoxy-1H-indazol-4-yl)imidazo[1,2-a]pyrazin-2-yl)propionamide FC1=C(C(=C2C=NNC2=C1NC(C)C)C=1N=CC=2N(C1)C=C(N2)NC(CC)=O)OC